5-Methyl-N4-(1-(1,1-dimethylethylsulfonyl)-1,2,3,4-tetrahydroquinolin-7-yl)-N2-[3-fluoro-4-(1-methylpiperidin-4-ylcarbamoyl)phenyl]pyrimidine-2,4-diamine CC=1C(=NC(=NC1)NC1=CC(=C(C=C1)C(NC1CCN(CC1)C)=O)F)NC1=CC=C2CCCN(C2=C1)S(=O)(=O)C(C)(C)C